C(=O)C1=C(C=C(C=C1)C1=CC(=CC(=C1)C1=CC(=C(C=C1)C=O)O)C1=CC(=C(C=C1)C=O)O)O 1,3,5-tris(4-formyl-3-hydroxyphenyl)benzene